heptadecan-9-yl 3-ethyl-12-(6-(((nonyloxy)carbonyl)oxy)hexyl)-8-oxo-7,9-dioxa-3,12-diazaicosan-20-oate C(C)N(CC)CCCOC(OCCN(CCCCCCCC(=O)OC(CCCCCCCC)CCCCCCCC)CCCCCCOC(=O)OCCCCCCCCC)=O